4-amino-7-cyclopropyl-1-[(3R)-oxan-3-yl]pyrido[2,3-d]pyrimidin-2-one NC=1C2=C(N(C(N1)=O)[C@H]1COCCC1)N=C(C=C2)C2CC2